4-cyano-4''-methoxy-p-terphenyl C(#N)C1=CC=C(C=C1)C1=CC=C(C=C1)C1=CC=C(C=C1)OC